C(#N)C=1C=CC(=C(C=O)C1)C 5-CYANO-2-METHYLBENZALDEHYDE